5-methyl-2,3,3a,4,6,6a-hexahydro-1H-pyrrolo[3,4-c]-pyrrole CN1CC2C(C1)CNC2